C(C)(C)(C)OC(=O)N(C(OC(C)(C)C)=O)C1=NC=C(C(=C1)Cl)[N+](=O)[O-] tert-Butyl N-[(tert-butoxy)carbonyl]-N-(4-chloro-5-nitropyridin-2-yl)carbamate